(1-chloroethyl)-2-methoxypyridine hydrochloride Cl.ClC(C)C=1C(=NC=CC1)OC